C(C)(C)(C)OC(=O)N1CCC2(CC(C2)CNC=2C=CC=3N(N2)C(=CN3)C3=CC(=CC=C3)C(F)(F)F)CC1 (l)-2-[[[3-[3-(trifluoromethyl)phenyl]imidazo[1,2-b]pyridazin-6-yl]amino]methyl]-7-azaspiro[3.5]nonane-7-carboxylic acid tert-butyl ester